C(C)OC1=C(C=NC(=C1)OCC1=CC=C(C=C1)OC)C1=CC(=C(C=C1)CC(=O)NC=1C=C(C(=O)NCCN2CCCC2)C=C(C1)C(F)(F)F)F 3-[[2-[4-[4-ethoxy-6-[(4-methoxyphenyl)methoxy]-3-pyridinyl]-2-fluoro-phenyl]acetyl]amino]-N-(2-pyrrolidin-1-ylethyl)-5-(trifluoromethyl)benzamide